N,N-bis(cis-4-tert-butylcyclohexyl)-5-(cis-4-isopropylcyclohexylcarbonylamino)-isophthalamide C(C)(C)(C)[C@H]1CC[C@H](CC1)N(C(C1=CC(C(=O)N)=CC(=C1)NC(=O)[C@@H]1CC[C@@H](CC1)C(C)C)=O)[C@@H]1CC[C@@H](CC1)C(C)(C)C